N1N=CC(=C1)C1=CC=C(C=C1)NC1=NC(=NC=N1)C=1C=C2CN(CC2=CC1)C(=O)C1CC(C1)(F)F (5-(4-((4-(1H-pyrazol-4-yl)phenyl)amino)-1,3,5-triazin-2-yl)isoindolin-2-yl)(3,3-difluorocyclobutyl)methanone